FC1=CC=C(C=C1)N1N=C(C=C1C(F)(F)F)C(C(C)O)=O 1-(1-(4-Fluorophenyl)-5-(trifluoromethyl)-1H-pyrazol-3-yl)-2-hydroxy-propan-1-one